fluoro-N-(3-(4-(3-phenylpropyl)piperidin-1-yl)propyl)-[1,1'-biphenyl]-4-sulfonamide FC1=C(C=CC(=C1)S(=O)(=O)NCCCN1CCC(CC1)CCCC1=CC=CC=C1)C1=CC=CC=C1